N-(6-hydroxyhexyl)acrylamide OCCCCCCNC(C=C)=O